CN(C=1C(=CC(=C(C1)N1/C(/SCC1=O)=N/C(=O)NC1=C(C=C(C=C1)N1N=C(N=C1)C1=CC=C(C=C1)OC(F)(F)F)C)C(C)C)F)C (Z)-1-(3-(5-(dimethylamino)-4-fluoro-2-isopropylphenyl)-4-oxothiazolidin-2-ylidene)-3-(2-methyl-4-(3-(4-(trifluoromethoxy)phenyl)-1H-1,2,4-triazol-1-yl)phenyl)urea